C(C)(C)N1N=C2C(=NN(C(C2=C1)=O)CC(=O)O)C(C)C 2-(2,7-diisopropyl-4-oxo-2,4-dihydro-5H-pyrazolo[3,4-d]pyridazin-5-yl)acetic acid